2-(cyclohexylmethyl)quinazolin-4(3H)-one C1(CCCCC1)CC1=NC2=CC=CC=C2C(N1)=O